3-(tert-butylsulfonyl)-5'-methyl-4-pentyl-2'-(prop-1-en-2-yl)-1',2',3',4'-tetrahydro-[1,1'-biphenyl]-2,6-diol C(C)(C)(C)S(=O)(=O)C1=C(C(=C(C=C1CCCCC)O)C1C(CCC(=C1)C)C(=C)C)O